4-mercapto-2-(5-((3aS,6aR)-2-oxohexahydro-1H-thieno[3,4-d]imidazol-4-yl)pentanamido)butanoic acid SCCC(C(=O)O)NC(CCCCC1SC[C@@H]2NC(N[C@@H]21)=O)=O